5-iodo-1,3-dimethyl-4-phenyl-1H-pyrazole IC1=C(C(=NN1C)C)C1=CC=CC=C1